ClC=1C=NC(=C(C(=O)NC2CCC(CC2)CN2C(N(C3=C2C=CC=C3)C3=CC=2OCC(N(C2N=C3)C)=O)=O)C1)C 5-chloro-2-methyl-N-((1r,4r)-4-((3-(4-methyl-3-oxo-3,4-dihydro-2H-pyrido[3,2-b][1,4]oxazin-7-yl)-2-oxo-2,3-dihydro-1H-benzo[d]imidazol-1-yl)methyl)cyclohexyl)nicotinamide